2,7-Diaza-spiro[4.5]decane-2-carboxylic acid [7-(3,6-dihydro-2H-pyran-4-yl)-4-methoxy-thiazolo[4,5-c]pyridin-2-yl]-amide O1CCC(=CC1)C=1C2=C(C(=NC1)OC)N=C(S2)NC(=O)N2CC1(CC2)CNCCC1